2-(4-chloro-3-fluorophenoxy)-N-(3-{2-[(2-fluoro-6-methylpyridin-3-yl)oxy]acetamido}bicyclo[1.1.1]pentan-1-yl)acetamide ClC1=C(C=C(OCC(=O)NC23CC(C2)(C3)NC(COC=3C(=NC(=CC3)C)F)=O)C=C1)F